COC=1C=C2C(=NC1C1=C3CCC(C3=CC=C1)C#N)C(=NN2CC2=CC=C(C=C2)OC)C=2C=NC(=CC2)C2CCNCC2 4-(6-methoxy-1-(4-methoxybenzyl)-3-(6-(piperidin-4-yl)pyridin-3-yl)-1H-pyrazolo[4,3-b]Pyridin-5-yl)-2,3-dihydro-1H-indene-1-carbonitrile